P(=O)(O)(O)O[C@H]1C[C@@H](O[C@@H]1COP(=O)(O)O)N1C=NC=2C(N)=NC=NC12 deoxyadenosine-3',5'-O-diphosphate